2,5-dimethyl-4-bromobenzene tetrafluoroborate F[B-](F)(F)F.CC1=CC=C(C(=C1)Br)C